4-Amino-7-ethynyl-2-oxo-1-phenyl-1,2-dihydroquinoline-3-carboxylic acid methyl ester COC(=O)C=1C(N(C2=CC(=CC=C2C1N)C#C)C1=CC=CC=C1)=O